3-(6-bromo-3,5-difluoro-2-pyridyl)imidazo[1,2-a]pyridine-7-carbonitrile BrC1=C(C=C(C(=N1)C1=CN=C2N1C=CC(=C2)C#N)F)F